C(#N)C=1C(=CC(=NC1)C1=C(C2=NC(=C(C=C2N1C)C1=C(C=CC=C1OC)F)C=O)C(=O)N)NCCOC (5-cyano-4-((2-methoxyethyl)amino)pyridin-2-yl)-5-formyl-6-(2-fluoro-6-methoxyphenyl)-1-methyl-1H-pyrrolo[3,2-b]pyridine-3-carboxamide